C12C(CC(CC1)C1CO1)O2 4-epoxycyclohexyl ethylene oxide